8-((2-chlorothiazol-5-yl)methyl)-3-(4-(methylthio)phenyl)pyrido[2,3-d]pyrimidine-2,4(3H,8H)-dione ClC=1SC(=CN1)CN1C=CC=C2C1=NC(N(C2=O)C2=CC=C(C=C2)SC)=O